(1s,4s)-4-((2-((2-(1-(2,2-Difluoroethyl)-1H-pyrazol-4-yl)pyridin-4-yl)amino)-5-(1-(difluoromethyl)-1H-pyrazol-3-yl)pyrimidin-4-yl)amino)-1-methylcyclohexan-1-ol FC(CN1N=CC(=C1)C1=NC=CC(=C1)NC1=NC=C(C(=N1)NC1CCC(CC1)(O)C)C1=NN(C=C1)C(F)F)F